O=C1NC(CCC1N1C(C2=CC=C(C=C2C1=O)NCC1CC(C1)N1N=CC(=C1)C1=NC2=C(C=CC=C2N=C1)F)=O)=O 2-(2,6-dioxopiperidin-3-yl)-5-(((3-(4-(8-fluoroquinoxalin-2-yl)-1H-pyrazol-1-yl)cyclobutyl)methyl)amino)isoindoline-1,3-dione